(R)-N'-(tert-butyldimethylsilyl)-2-((R)-1-((tert-butyldimethylsilyl)oxy)-2-hydroxypropan-2-yl)-N-((S)-1-(4-methoxyphenyl)ethyl)thiazole-5-sulfonimidamide [Si](C)(C)(C(C)(C)C)N=[S@](=O)(N[C@@H](C)C1=CC=C(C=C1)OC)C1=CN=C(S1)[C@](CO[Si](C)(C)C(C)(C)C)(C)O